O=C1N(CC2=CC(=CC=C12)C1CCN(CC1)CC1=C(C=CC=C1)C(F)(F)F)C1C(NC(CC1)=O)=O 3-(1-oxo-5-(1-(2-(trifluoromethyl)benzyl)piperidin-4-yl)isoindolin-2-yl)piperidine-2,6-dione